COC=1C=C(CCC2=NC=3N(C(N(C(C3N2)=O)CC#C)=O)CCCCP(OCC)(OCC)=O)C=CC1OC Diethyl (4-(8-(3,4-dimethoxyphenethyl)-2,6-dioxo-1-(prop-2-yn-1-yl)-1,2,6,7-tetrahydro-3H-purin-3-yl)butyl)phosphonate